(2,3-dioleoyl-propyl)trimethylamine C(CCCCCCC\C=C/CCCCCCCC)(=O)C(CCN(C)C)CC(CCCCCCC\C=C/CCCCCCCC)=O